FC1=CC=CC=2C3=C(C(=NC12)C=1C=NC(=CC1)N1CCOCC1)C=CN3 6-fluoro-4-(6-morpholinopyridin-3-yl)-1H-pyrrolo[3,2-c]quinolin